N,N,N',N'-tetradodecyl-3-oxapentane-diamide C(CCCCCCCCCCC)N(C(COCC(=O)N(CCCCCCCCCCCC)CCCCCCCCCCCC)=O)CCCCCCCCCCCC